trihydroxymethyl-aminomethane hydrochloride Tris-HCl Cl.Cl.Cl.Cl.OC(O)(O)CN